6-methoxy-N-(3,4-dimethoxyphenyl)-4-trifluoromethylquinolin-2-amine COC=1C=C2C(=CC(=NC2=CC1)NC1=CC(=C(C=C1)OC)OC)C(F)(F)F